(2S,11aR)-6-isobutyl-8-methyl-2-((2-oxo-1,2,3,4-tetrahydroquinolin-7-yl)oxy)-2,3,11,11a-tetrahydro-1H,5H-benzo[f]pyrrolo[2,1-c][1,4]oxazepin-5-one C(C(C)C)C1=CC(=CC2=C1C(N1[C@@H](CO2)C[C@@H](C1)OC1=CC=C2CCC(NC2=C1)=O)=O)C